2-benzothiophenone S1C(CC2=C1C=CC=C2)=O